6-amino-2-(bis(carboxymethyl)-amino)hexanoic acid NCCCCC(C(=O)O)N(CC(=O)O)CC(=O)O